(S)-6-((1-amino-1-oxopropan-2-yl)amino)-2-(5-cyclohexyl-3,4-dihydroisoquinolin-2(1H)-yl)pyrimidine-4-carboxamide NC([C@H](C)NC1=CC(=NC(=N1)N1CC2=CC=CC(=C2CC1)C1CCCCC1)C(=O)N)=O